N-((4'-fluoro-3-(1H-pyrazol-3-yl)-[1,1'-biphenyl]-4-yl)methyl)acrylamide FC1=CC=C(C=C1)C1=CC(=C(C=C1)CNC(C=C)=O)C1=NNC=C1